2-[2-[(2S,3R)-3-hydroxy-2-methyl-azetidin-1-yl]-6,7-dihydro-5H-cyclopenta[d]pyrimidin-4-yl]-6H-thieno[2,3-c]pyridin-7-one O[C@H]1[C@@H](N(C1)C=1N=C(C2=C(N1)CCC2)C2=CC1=C(C(NC=C1)=O)S2)C